N-benzyl-1-(4-hydroxybenzyl)-7-isopentyl-4-oxooctahydro-6H-3,6-methanopyrrolo[3,2-c]pyridine-6-carboxamide C(C1=CC=CC=C1)NC(=O)C12C(C3C(C(N1)=O)C(CN3CC3=CC=C(C=C3)O)C2)CCC(C)C